ClC1=CC=2C(=C(N=NC2C(C)C)N2CCCC2)C=N1 7-chloro-1-isopropyl-4-(pyrrolidin-1-yl)pyrido[3,4-d]Pyridazine